C(C1=CC=CC=C1)C1N(C#CCCCC1)CC1=CC=CC=C1 dibenzylazacyclooctyne